1-methyl-1-(2-(1-methyl-1H-imidazo[1,2-b]pyrazole-7-carbonyl)-2-azaspiro[3.3]heptan-6-yl)-3-(5-((trifluoromethyl)thio)pyridin-3-yl)urea CN(C(=O)NC=1C=NC=C(C1)SC(F)(F)F)C1CC2(CN(C2)C(=O)C2=C3N(N=C2)C=CN3C)C1